C(C)(C)(C)OC(=O)N1CCN(CC1)C1=C(C=C(C(=C1)OC)NC1=NC=C(C(=N1)NC1=C(C2=CC=CC=C2C=C1)P(=O)(OC)OC)C=C)C=1C=NN(C1)C 4-(4-((4-((1-(dimethylphosphono)naphthalen-2-yl)amino)-5-vinylpyrimidin-2-yl)amino)-5-methoxy-2-(1-methyl-1H-pyrazol-4-yl)phenyl)piperazine-1-carboxylic acid tert-butyl ester